O=C(CCN1C=CC2=CC(=CC=C12)N1C(NC2=C(C1=O)C1=C(S2)CCCC1)=O)N1CCCC1 3-(1-(3-oxo-3-(pyrrolidin-1-yl)propyl)-1H-indol-5-yl)-5,6,7,8-tetrahydrobenzo[4,5]thieno[2,3-d]pyrimidine-2,4(1H,3H)-dione